NC1=CC(C(NC1=NC=1C(=NN2C1C=CC=C2)NCCN2CCN(CC2)C)=NC=2C(=NN1C2C=CC=C1)NCCN1CCN(CC1)C)=N N3,N3'-(5-amino-3-iminopyridine-2,6(1H,3H)-diylidene)bis{N2-[2-(4-methylpiperazin-1-yl)ethyl]pyrazolo[1,5-a]pyridine-2,3-diamine}